Cl.FC1=C(C=CC(=C1)F)C1(CC1)N 1-(2,4-difluorophenyl)cyclopropylamine HCl salt